4-((3-methylbenzyloxy)phenyl)piperidine-1-sulfonamide CC=1C=C(COC2=C(C=CC=C2)C2CCN(CC2)S(=O)(=O)N)C=CC1